[Na+].P(=O)(OCCCCCCCC)([O-])O monooctyl phosphate monosodium salt